8-(2,2-difluorospiro[3.5]non-6-en-7-yl)-N-(1-(pyridin-2-yl)ethyl)quinoline-3-carboxamide FC1(CC2(C1)CC=C(CC2)C=2C=CC=C1C=C(C=NC21)C(=O)NC(C)C2=NC=CC=C2)F